C(=O)C1=NN2C(C=CC(=C2)C(=O)OC)=N1 methyl 2-formyl-[1,2,4]triazolo[1,5-a]pyridine-6-carboxylate